trans-4-(2-(2-hydroxyphenyl)-6-(benzenesulfonyl)imidazo[4,5-d]pyrrolo[2,3-b]pyridin-1(6H)-yl)cyclohexanecarbonitrile OC1=C(C=CC=C1)C1=NC=2C(=C3C(=NC2)N(C=C3)S(=O)(=O)C3=CC=CC=C3)N1[C@@H]1CC[C@H](CC1)C#N